C(#C)C=1C=NC(=NC1)OC 5-Ethynyl-2-methoxypyrimidine